3-difluoromethyl-5-fluoro-1-phenyl-4-(4-tert-butylphenyl)-1H-pyrazole FC(C1=NN(C(=C1C1=CC=C(C=C1)C(C)(C)C)F)C1=CC=CC=C1)F